3,5-bis[3-(phenanthren-9-yl)phenyl]pyrimidine C1=CC=CC=2C3=CC=CC=C3C(=CC12)C=1C=C(C=CC1)N1CN=CC(=C1)C1=CC(=CC=C1)C=1C2=CC=CC=C2C=2C=CC=CC2C1